6-chloro-N-(4-chloro-2,5-difluorophenyl)-7-(3,5-dimethyl-1,2-oxazol-4-yl)-1H-indole-3-sulfonamide ClC1=CC=C2C(=CNC2=C1C=1C(=NOC1C)C)S(=O)(=O)NC1=C(C=C(C(=C1)F)Cl)F